OC(C#CC1=CC2=C(OC[C@@H](C(N2C)=O)NC(=O)C2=NC=CC(=C2)C2=CC=C(C=C2)OC)C=C1)(C)C (S)-N-(7-(3-hydroxy-3-methylbut-1-yn-1-yl)-5-methyl-4-oxo-2,3,4,5-tetrahydrobenzo[b][1,4]oxazepin-3-yl)-4-(4-methoxyphenyl)pyridineamide